Methyl (R)-2-(3-(trifluoromethyl)benzyl)-4,5-dihydrothiazole-4-carboxylate FC(C=1C=C(CC=2SC[C@H](N2)C(=O)OC)C=CC1)(F)F